C(=O)C1=CC=C(C=C1)C=1C=C(C=C(C1)C1=CC=C(C=C1)C=O)C1=CC=C(C=O)C=C1 4-[3,5-di(4-formylphenyl)phenyl]benzaldehyde